CC=1N=CN(C1)C=1C=C(C=C(C1)C(F)(F)F)NC(=O)C1=CSC=2CN(CCC21)CC=2C=NC=NC2 N-(3-(4-methyl-1H-imidazol-1-yl)-5-(trifluoromethyl)phenyl)-6-(pyrimidin-5-ylmethyl)-4,5,6,7-tetrahydrothieno[2,3-c]pyridine-3-carboxamide